C(=O)C=1N=NN(C1)C1=CC=C(C(=O)O)C=C1OC 4-(4-Formyl-1H-1,2,3-triazol-1-yl)-5-methoxybenzoic acid